BrC1=NN(C(=C1I)C)C1CC2(CN(C2)C(=O)OC(C)(C)C)C1 tert-butyl 6-(3-bromo-4-iodo-5-methyl-1H-pyrazol-1-yl)-2-azaspiro[3.3]heptane-2-carboxylate